ClC1=C(C=CC=C1)C[C@@H](C(=O)O)N(C)C(=O)OCC1C2=CC=CC=C2C=2C=CC=CC12 (2S)-3-(2-chlorophenyl)-2-[9H-fluorene-9-ylmethoxycarbonyl(methyl)amino]propanoic acid